OCC=1N(C=CN1)C 2-(hydroxymethyl)-N-methylimidazole